2-octen-4,6-diynamide C(C=CC#CC#CC)(=O)N